N[S@@](=NC(CC1=C(C=C(C=C1C(F)(F)F)F)C1CC1)=O)(=O)C1=CN=C(S1)C(C)(C)O (S)-N-(amino(2-(2-hydroxypropan-2-yl)thiazol-5-yl)(oxo)-λ6-sulfaneylidene)-2-(2-cyclopropyl-4-fluoro-6-(trifluoromethyl)phenyl)acetamide